S1C(SCCC1)C(C(=CC1=CC=C(C=C1)C(F)(F)F)C1=CC=CC=C1)=O 1-(1,3-Dithian-2-yl)-2-phenyl-3-(4-(trifluoromethyl)phenyl)prop-2-en-1-one